OCC1(CC1)C(=O)N1CCC(CC1)OC=1C=CC=C2C(=NN(C12)C)C1C(NC(CC1)=O)=O 3-(7-((1-(1-(hydroxymethyl)cyclopropane-1-carbonyl)piperidin-4-yl)oxy)-1-methyl-1H-indazol-3-yl)piperidine-2,6-dione